4-fluoro-2-(2,6-dioxo-3-piperidyl)-isoindole-1,3-dione FC1=C2C(N(C(C2=CC=C1)=O)C1C(NC(CC1)=O)=O)=O